FC1=CC=C(C=C1)N1N=C(C(=C1)[C@H]1O[C@H](C(N1CCC1=CC=C(C=C1)OC)=O)C)C1=CC=C(C=C1)F (2r,5s)-2-(1,3-bis(4-fluorophenyl)-1H-pyrazol-4-yl)-3-(4-methoxyphenylethyl)-5-methyloxazolidin-4-one